6-bromo-4-(((R)-1-(3-nitro-5-(trifluoromethyl)phenyl)ethyl)amino)-2-(tetrahydro-2H-pyran-2-yl)phthalazin-1(2H)-one BrC=1C=C2C(=NN(C(C2=CC1)=O)C1OCCCC1)N[C@H](C)C1=CC(=CC(=C1)C(F)(F)F)[N+](=O)[O-]